2-((2-(3,4-dimethoxyphenyl)propyl)amino)-5-methyl-8-(tetrahydro-2H-pyran-4-yl)pyrido[2,3-d]pyrimidin-7(8H)-one COC=1C=C(C=CC1OC)C(CNC=1N=CC2=C(N1)N(C(C=C2C)=O)C2CCOCC2)C